C(CC(=O)[O-])(=O)OCCCC(C1CC(N(C(C1)(C)C)O)(C)C)C1CC(N(C(C1)(C)C)O)(C)C bis(1-oxyl-2,2,6,6-tetramethylpiperidin-4-yl)-n-butyl malonate